BrC1=C(OC(C(=O)O)C)C=CC=C1 (2-bromophenoxy)propionic acid